ClC1=CC=C(C=C1)CCC1=NOC(=N1)CN1N=CC=C(C1=O)C#N 2-({3-[2-(4-chlorophenyl)ethyl]-1,2,4-oxadiazol-5-yl}methyl)-3-oxo-2,3-dihydropyridazine-4-carbonitrile